6-bromo-3-((2-(trimethylsilyl)ethoxy)-methyl)benzo[d]oxazol-2(3H)-one BrC1=CC2=C(N(C(O2)=O)COCC[Si](C)(C)C)C=C1